BrC1=C(C=CC(=C1)Cl)CNC(=O)[C@H]1N(C[C@@H](C1)O)C(=O)OC(C)(C)C tert-butyl (2S,4R)-2-{[(2-bromo-4-chlorophenyl)methyl]carbamoyl}-4-hydroxypyrrolidine-1-carboxylate